SCCCO[SiH3] 3-mercaptopropyloxysilane